tert-Butyl N-(3-{[(1S,3R)-3-{[(tert-butyldiphenylsilyl)oxy]methyl}cyclopentyl]methoxy}phenyl)carbamate [Si](C1=CC=CC=C1)(C1=CC=CC=C1)(C(C)(C)C)OC[C@H]1C[C@H](CC1)COC=1C=C(C=CC1)NC(OC(C)(C)C)=O